C(C)(C)(C)OC(=O)N1[C@@H](CN([C@@H](C1)C)C=1C2=C(N=CN1)NC=C2C(F)(F)F)C (2R,5R)-2,5-dimethyl-4-(5-(trifluoromethyl)-7H-pyrrolo[2,3-d]pyrimidin-4-yl)piperazine-1-carboxylic acid tert-butyl ester